ethyl 3-(2-chlorophenyl)-2-((ethoxy carbonyl)(propyl)amino)propanoate ClC1=C(C=CC=C1)CC(C(=O)OCC)N(CCC)C(=O)OCC